1,3-dimethyl-disiloxane C[SiH2]O[SiH2]C